NC1=C(N=CC2=C(C(=CC=C12)F)C=1N=NC(=CC1OC)Cl)C(=O)NCCC 4-amino-8-(6-chloro-4-methoxypyridazin-3-yl)-7-fluoro-N-propylisoquinoline-3-carboxamide